2-(6-(benzyloxy)-4,4-difluoro-3,4-dihydronaphthalen-1-yl)-5-(4-(dimethoxymethyl)piperidin-1-yl)pyridine C(C1=CC=CC=C1)OC=1C=C2C(CC=C(C2=CC1)C1=NC=C(C=C1)N1CCC(CC1)C(OC)OC)(F)F